S(=O)(=O)([O-])Cl chloro-sulphate